O=C1O[C@]2(C(N1CC(N1C(CCC1)C1=CC=CC=C1)=O)=O)CCC1=CC(=CC=C12)NC(=O)NC 1-((1R)-2',4'-dioxo-3'-(2-oxo-2-(2-phenylpyrrolidin-1-yl)ethyl)-2,3-dihydrospiro[indene-1,5'-oxazolidine]-5-yl)-3-methylurea